5-(5-(dimethylcarbamoyl)pyridin-2-yl)-1-ethyl-1H-indazole-3-carboxylic acid hydrochloride Cl.CN(C(=O)C=1C=CC(=NC1)C=1C=C2C(=NN(C2=CC1)CC)C(=O)O)C